Trans-1,1-dimethylethyl N-[3-(N-[4-[5-chloro-6-oxo-4-[[(3S)-tetrahydropyran-3-yl]methylamino]pyridazin-1-yl]cyclohexyl]-4-fluoro-anilino)propyl]carbamate ClC1=C(C=NN(C1=O)[C@@H]1CC[C@H](CC1)N(C1=CC=C(C=C1)F)CCCNC(OC(C)(C)C)=O)NC[C@H]1COCCC1